N-(2,4-Dimethoxybenzyl)-4-(3-((2-(dimethylamino)ethyl)(methyl)amino)-3-(3-(trifluoromethyl)phenethyl)piperidin-1-yl)-2-fluoro-N-(pyrimidin-4-yl)benzenesulfonamide COC1=C(CN(S(=O)(=O)C2=C(C=C(C=C2)N2CC(CCC2)(CCC2=CC(=CC=C2)C(F)(F)F)N(C)CCN(C)C)F)C2=NC=NC=C2)C=CC(=C1)OC